(S)-2-(4-(2-(4-chloro-2-fluorophenyl)isoindolin-4-yl)-2,6-difluorobenzyl)-1-(oxetan-2-ylmethyl)-1H-benzo[d]imidazole-6-carboxylic acid ClC1=CC(=C(C=C1)N1CC2=CC=CC(=C2C1)C1=CC(=C(CC2=NC3=C(N2C[C@H]2OCC2)C=C(C=C3)C(=O)O)C(=C1)F)F)F